2-[4-(hydroxymethyl)-7-[(3R)-1-methyl-3-piperidyl]imidazo[4,5-c]pyridazin-3-yl]-5-(trifluoromethyl)phenol OCC=1C2=C(N=NC1C1=C(C=C(C=C1)C(F)(F)F)O)N(C=N2)[C@H]2CN(CCC2)C